[Al].F[B-](F)(F)F.[H+] tetrafluoroboric acid aluminum salt